CN(C1=CC=C(C=C1)/C=C/C=C/C1N(C2=CC=CC=C2C1(C)C)CC)C 2-((1E,3E)-4-(4-(dimethylamino)phenyl)but-1,3-dien-1-yl)-1-ethyl-3,3-dimethyl-3H-indol